(2R)-2-(3-(dimethylamino)-2,5-dioxopyrrolidin-1-yl)-N-(2-fluorobenzyl)propanamide fumarate C(\C=C\C(=O)O)(=O)O.CN(C1C(N(C(C1)=O)[C@@H](C(=O)NCC1=C(C=CC=C1)F)C)=O)C